6-((3-(5-(3,5-difluoro-4-(hydroxymethyl)phenyl)-4,5-dihydro-1H-pyrazole-1-carbonyl)bicyclo[1.1.1]pentan-1-yl)methoxy)nicotinonitrile FC=1C=C(C=C(C1CO)F)C1CC=NN1C(=O)C12CC(C1)(C2)COC2=NC=C(C#N)C=C2